2-(((2R,3S,4R,5R)-5-(6-amino-2-chloro-9H-purin-9-yl)-3-ethynyl-3,4-dihydroxytetrahydrofuran-2-yl)methoxy)-3-(4-(2-oxotetrahydropyrimidin-1(2H)-yl)phenyl)-2-(thiazol-4-yl)propionic acid NC1=C2N=CN(C2=NC(=N1)Cl)[C@H]1[C@@H]([C@@]([C@H](O1)COC(C(=O)O)(CC1=CC=C(C=C1)N1C(NCCC1)=O)C=1N=CSC1)(O)C#C)O